C(C)N(CCOC=1C=CC2=C(C(C=3N(C4=CC=CC=C4C3C2=O)CC)(C)C)C1)CC 8-(2-Diethylamino-ethoxy)-5-ethyl-6,6-dimethyl-5,6-dihydro-benzo[b]carbazol-11-one